C(CCC)N(CCCC)C(N(CCCC)CCCC)[SiH2]C1=CC=C(C=C1)C(=C)C bis(dibutylamino)methyl-(4-isopropenylphenyl)silane